C(C)(C)(C)NC(=O)N1CCC2(C(C2)CN2C(=CC=3C=NC=CC32)C(=O)N)CC1 [6-(tert-butylcarbamoyl)-6-azaspiro[2.5]octan-2-yl]methyl-1H-pyrrolo[3,2-c]pyridine-2-carboxamide